ClC1=C(C=C(C(=C1)Cl)N1C(N(C(N(C1=O)C)=S)C)=O)C1=NOC(C1)(C(=O)O)C [2,4-dichloro-5-(3,5-dimethyl-2,6-dioxo-4-thioxo-1,3,5-triazin-1-yl)-phenyl]-5-methyl-4H-isoxazole-5-carboxylic acid